N-(2-chloro-4-nitrophenyl)-2-hydroxybenzamide ClC1=C(C=CC(=C1)[N+](=O)[O-])NC(C1=C(C=CC=C1)O)=O